7-bromo-3-chloro-[1,2,4]triazolo[4,3-a]pyridine BrC1=CC=2N(C=C1)C(=NN2)Cl